ClC1=CC2=C(N(C(=N2)NC(C)C)[C@@H]2[C@@H](O)[C@@H](O)[C@@H](O2)CO)C=C1Cl 5,6-DICHLORO-2-(ISOPROPYLAMINO)-(1BETA-L-RIBOFURANOSYL)-1H-BENZIMIDAZOLE